ClC1=NC=C(C=C1C1=NN=C(N1C)C1=C(C=CC=C1F)F)OC(F)F 2-chloro-5-(difluoromethoxy)-3-(5-(2,6-difluorophenyl)-4-methyl-4H-1,2,4-triazol-3-yl)pyridine